4-(trifluoromethyl)-7,14-dioxa-10,19,20-triazatetracyclo[13.5.2.12,6.018,21]tricosa-1(20),2,4,6(23),15,17,21-heptaene FC(C=1C=C2C3=NNC4=CC=C(OCCCNCCOC(C1)=C2)C=C34)(F)F